6-(3'-Hydroxy-[1,1'-Biphenyl]-4-yl)-2-Methyl-1H-benzo[d]Imidazol OC=1C=C(C=CC1)C1=CC=C(C=C1)C=1C=CC2=C(NC(=N2)C)C1